1-(2-(3-(1-Cyanopyrrolidin-2-yl)-1,2,4-oxadiazol-5-yl)pyridin-4-yl)-1H-pyrazole-4-carbonitrile C(#N)N1C(CCC1)C1=NOC(=N1)C1=NC=CC(=C1)N1N=CC(=C1)C#N